(2-bromobenzo[d]thiazol-5-yl)methanol BrC=1SC2=C(N1)C=C(C=C2)CO